4-((4-bromobenzyl)amino)-6-nitro-2H-benzopyran-2-one BrC1=CC=C(CNC2=CC(OC3=C2C=C(C=C3)[N+](=O)[O-])=O)C=C1